ClC1=CC=C(C=C1)OC(COC1=C(C=C(C=C1)Cl)Cl)=O 2-(2,4-dichlorophenoxy)acetic acid 4-chlorophenyl ester